BrC=1C=C(C(N(C1)C)=O)N1CCOCC1 5-bromo-1-methyl-3-morpholino-pyridin-2-one